C(C)(C)(C)OC(=O)N1CCC(C2=CC=CC(=C12)OC)N1C(N(C2=NC(=NC=C2C1)NC1=CC=C(C=C1)N1CCN(CC1)C)C)=O 8-methoxy-4-[1-methyl-7-[4-(4-methylpiperazin-1-yl)anilino]-2-oxo-4H-pyrimido[4,5-d]pyrimidin-3-yl]-3,4-dihydro-2H-quinoline-1-carboxylic acid tert-butyl ester